N-(5-((4-amino-1,1,1-trifluoro-4-oxobutan-2-yl)oxy)-1,3,4-thiadiazol-2-yl)-5'-methoxy-2',6-dimethyl-[4,4'-bipyridine]-3-carboxamide NC(CC(C(F)(F)F)OC1=NN=C(S1)NC(=O)C=1C=NC(=CC1C1=CC(=NC=C1OC)C)C)=O